ClC1=CC(=C(C=C1)C1CCN(CC1)C(=O)OC(C)(C)C)F Tert-butyl 4-(4-chloro-2-fluoro-phenyl)piperidine-1-carboxylate